C(CCC)C1=CC=C(C=C1)C1=CC(=C(C=C1)C(=O)NNC(=S)CC(=O)N)F (2-(4'-butyl-3-fluoro-[1,1'-biphenyl]-4-carbonyl)hydrazine-1-thiocarbonyl)acetamide